C(=C)(C)C1=CCC(CC1C1=C(C=C(C=C1O)CCCCC)O)C 2-(6-isopropenyl-3-methyl-5-cyclohexen-1-yl)-5-pentyl-1,3-benzenediol